NC=1C(=C(C=C2C=C(N=CC12)NC(OC1CC(C1)S(=O)(=O)C)=O)C1=C(C2=C(OCCN2)N=C1)C)F (1r,3r)-3-(Methylsulfonyl)cyclobutyl (8-amino-7-fluoro-6-(8-methyl-2,3-dihydro-1H-pyrido[2,3-b][1,4]oxazin-7-yl)isoquinolin-3-yl)carbamate